BrCC(=O)CC(C)CCC[C@@H](C)[C@H]1CC[C@H]2[C@@H]3CC=C4C[C@@H](O)CC[C@]4(C)[C@H]3CC[C@]12C Bromoacetyl-cholesterol